3-{1-ethyl-5-[(tetrahydro-2H-pyran-4-ylamino)methyl]-1H-indol-2-yl}-1-(6-methyl-3-pyridylamino)-2-propyne C(C)N1C(=CC2=CC(=CC=C12)CNC1CCOCC1)C#CCNC=1C=NC(=CC1)C